COC=1C=C(C=CC1OCC1=C(C=C(C=C1)OC)C(F)(F)F)C1C=2C(NC(C1)=O)=NNC2 (-)-4-(3-Methoxy-4-{[4-methoxy-2-(trifluoromethyl)phenyl]methoxy}phenyl)-2H,4H,5H,6H,7H-pyrazolo[3,4-b]pyridin-6-one